tert-butyl (3S)-4-(7-(5,6-difluorobenzofuran-7-yl)-6-fluoro-1-(M)-(2-isopropyl-4-methylpyridin-3-yl)-2-oxo-1,2-dihydropyrido[2,3-d]pyrimidin-4-yl)-3-methylpiperazine-1-carboxylate FC=1C(=C(C2=C(C=CO2)C1)C=1C(=CC2=C(N(C(N=C2N2[C@H](CN(CC2)C(=O)OC(C)(C)C)C)=O)C=2C(=NC=CC2C)C(C)C)N1)F)F